BrC=1C=C(C=C2C(N(CC12)C1CCC(CC1)C(NC1=CC(=C(C=C1)C)OC)=O)=O)NC(=O)C=1N=C2N(C=CC=N2)C1 N-(7-Bromo-2-((1s,4s)-4-(3-methoxy-4-methylphenylcarbamoyl)cyclohexyl)-3-oxoisoindolin-5-yl)imidazo[1,2-a]pyrimidine-2-carboxamide